4-[3-(cyanomethyl)-3-(3',5'-dimethyl-1H,1'H-4,4'-bipyrazol-1-yl)azetidin-1-yl]-2,5-difluoro-N-[(1S)-2,2,2-trifluoromethylethyl]benzamide hydrobromic acid salt Br.C(#N)CC1(CN(C1)C1=CC(=C(C(=O)NCC(CF)(CF)CF)C=C1F)F)N1N=CC(=C1)C=1C(=NNC1C)C